C(C)(=O)N(N(C(=O)C1=CC=2C3=C(C(=NC2C=C1)N)C=NN3C)CC3=NC=C(C=C3)C(F)(F)F)C3=NC=CC=C3 N'-acetyl-4-amino-1-methyl-N'-(pyridin-2-yl)-N-((5-(trifluoromethyl)pyridin-2-yl)methyl)-1H-pyrazolo[4,3-c]quinoline-8-carbohydrazide